C(CCCCC)NCCCCCC di-hexyl-amine